N[C@H]1[C@@H](O[C@@H]([C@H]1O)CO)N1C=NC=2C(N)=NC=NC12 2'-deoxy-2'-aminoadenosine